ClC1=CC=2N(C=C1)C(=CN2)S(=O)(=O)NC2=NC(=C(C=C2F)C2CC2)OC 7-chloro-N-(5-cyclopropyl-3-fluoro-6-methoxy-2-pyridyl)imidazo[1,2-a]pyridine-3-sulfonamide